tert-butyl (3S)-3-[4-(2,3-difluoro-4-hydroxy-anilino)pyrido[3,2-d]pyrimidin-6-yl]oxypyrrolidine-1-carboxylate FC1=C(NC=2C3=C(N=CN2)C=CC(=N3)O[C@@H]3CN(CC3)C(=O)OC(C)(C)C)C=CC(=C1F)O